S1C2=C(C(=C1)C1=CC=C(S1)C(CC(=O)OC)=O)C=CC=C2 Methyl 3-(5-(benzo[b]thiophen-3-yl)thiophen-2-yl)-3-oxopropanoate